2-(1-benzyl-6-methyl-2-oxo-1,2-dihydropyridin-4-yl)-N,N-dimethylbenzamide C(C1=CC=CC=C1)N1C(C=C(C=C1C)C1=C(C(=O)N(C)C)C=CC=C1)=O